FC=1C=CC(=NC1)O 5-fluoro-2-hydroxypyridine